C(C1=CC=CC=C1)OC1=C(C=CC(=N1)C(=O)NS(=O)(=O)C1=CC=C(C=C1)N1CCN(CC1)CC1=C(CC(CC1)(C)C)C1=CC=C(C=C1)Cl)[N+](=O)[O-] 6-(benzyloxy)-N-[4-[4-[[2-(4-chlorophenyl)-4,4-dimethylcyclohexen-1-yl]methyl]piperazin-1-yl]phenyl]sulfonyl-5-nitropyridine-2-carboxamide